3-[6-[3-(6-methyl-2-pyridyl)-1H-pyrazol-4-yl]-1,5-naphthyridin-3-yl]benzoic acid CC1=CC=CC(=N1)C1=NNC=C1C=1N=C2C=C(C=NC2=CC1)C=1C=C(C(=O)O)C=CC1